bismuth isodecanoate C(CCCCCCC(C)C)(=O)[O-].[Bi+3].C(CCCCCCC(C)C)(=O)[O-].C(CCCCCCC(C)C)(=O)[O-]